BrC1=NN(C(=N1)C1CCC(CC1)C)C 3-bromo-1-methyl-5-(4-methylcyclohexyl)-1,2,4-triazole